8-[1-(2,2-difluoroethyl)-1H-pyrazolo[3,4-b]pyrazin-6-yl]-2-[(6-ethoxypyridin-3-yl)methyl]-2,8-diazaspiro[4.5]decan-1-one FC(CN1N=CC=2C1=NC(=CN2)N2CCC1(CCN(C1=O)CC=1C=NC(=CC1)OCC)CC2)F